ClC=1C=C(CNC2=NC(=NC3=CC=C(C=C23)C2=CN(C(C=C2)=O)C)C=2C=NN(C2)CC(=O)N)C=CC1 (4-(4-((3-chlorobenzyl)amino)-6-(1-methyl-6-oxo-1,6-dihydropyridine-3-Yl)quinazolin-2-yl)-1H-pyrazol-1-yl)acetamide